NC1=C2N=C(N(C2=NC(=N1)OCCCC)CC1=C(C=C(C=C1)CN1CCC(CC1)CCN)OC)O 6-amino-9-(4-((4-(2-aminoethyl)piperidin-1-yl)methyl)-2-methoxybenzyl)-2-butoxy-9H-purin-8-ol